[Be+2].O1CCN(CC1)C(CN1CCNCC1)=O 1-morpholino-2-(piperazin-1-yl)-ethanone beryllium (II)